FC(C=1C=CC2=C(NC(N=C2)=O)N1)(F)F 7-(trifluoro-methyl)-pyrido[2,3-d]pyrimidin-2(1H)-one